(2-mercaptophenyl) iminobutyrate N=C(C(=O)OC1=C(C=CC=C1)S)CC